NC(=C(C1=C(C(=CC=C1)S(=O)(=O)[O-])S(=O)(=O)[O-])N)C1=CC=CC=C1.[Na+].[Na+].ClC1=C(C=CC=C1)CN1CCC(CC1)N1CCN(CCC1)C1=CC=CC(=N1)C(=O)NCC1CC1 6-(4-{1-[(2-Chlorophenyl)methyl]piperidin-4-yl}-1,4-diazepan-1-yl)-N-(cyclopropylmethyl)pyridine-2-carboxamide disodium diaminostilbenedisulfonate